CC1=CC=C(CC2NCCC=3CCCCC23)C=C1 1-(4-methylbenzyl)-1,2,3,4,5,6,7,8-octahydroisoquinoline